C[C@@H]1COCCN1C=1C2=C(N=C(N1)N1C(=NC3=C1C=CC=C3)N)C(=CS2)S(=O)(=O)C (R)-1-(4-(3-methylmorpholino)-7-(methylsulfonyl)thieno[3,2-d]pyrimidin-2-yl)-1H-benzo[d]imidazol-2-amine